2-(9H-carbazol-2-yl)-N-(2-(trifluoromethyl)benzyl)acetamide C1=C(C=CC=2C3=CC=CC=C3NC12)CC(=O)NCC1=C(C=CC=C1)C(F)(F)F